C1(CC1)C1=NC=2C=CC(=C(C2C=C1)N)[N+](=O)[O-] 2-cyclopropyl-6-nitroquinolin-5-amine